CN1N=NC2=C1C=C(C(=C2)OC2=C(C=C(C=C2)NC2=NC=NC1=C2N=C(N=C1)N1CCN(CC1)C(C=C)=O)C)C 1-(4-(8-((4-((1,6-dimethyl-1H-benzo[d][1,2,3]triazol-5-yl)oxy)-3-methylphenyl)amino)pyrimido[5,4-d]pyrimidin-2-yl)piperazin-1-yl)prop-2-en-1-one